butyl (tert-butoxycarbonyl)(4-((tert-butoxycarbonyl)(3-methoxyphenyl)amino)-6-((N-methylbenzamido)methyl)pyrimidin-2-yl)carbamate C(C)(C)(C)OC(=O)N(C(OCCCC)=O)C1=NC(=CC(=N1)N(C1=CC(=CC=C1)OC)C(=O)OC(C)(C)C)CN(C(C1=CC=CC=C1)=O)C